2-chloro-2-oxoethyl propionate C(CC)(=O)OCC(=O)Cl